(7-bromo-5-((4-(chlorodifluoromethoxy) phenyl)carbamoyl)-3-ethyl-1-isopropylindolin-2-yl)methyl methanesulfonate CS(=O)(=O)OCC1N(C2=C(C=C(C=C2C1CC)C(NC1=CC=C(C=C1)OC(F)(F)Cl)=O)Br)C(C)C